[Cl-].C(CCC)[N+](=C1C=CC2=NC3=C(C=C(C=C3SC2=C1)N(CC)CC)C)CCCC N,N-Dibutyl-7-(diethylamino)-9-methyl-3H-phenothiazin-3-iminium chloride